9-[3-(9H-carbazol-9-yl)phenyl]-3-(diphenylphosphoryl)-9H-carbazole C1=CC=CC=2C3=CC=CC=C3N(C12)C=1C=C(C=CC1)N1C2=CC=CC=C2C=2C=C(C=CC12)P(=O)(C1=CC=CC=C1)C1=CC=CC=C1